CCCC1=NC=C(C(=N1)N)C[N+]2=CC=CC=C2C The molecule is a pyridinium ion that is the cationic portion of amprolium, a veterinary drug which is used for prevention of coccidiosis in poultry and cattle. It has a role as a coccidiostat.